N-(Tetrahydro-pyran-4-ylmethyl)-3-[3-(4-trifluoromethoxy-benzyl)-3H-imidazo[4,5-b]pyridin-2-yl]-propionamide O1CCC(CC1)CNC(CCC1=NC=2C(=NC=CC2)N1CC1=CC=C(C=C1)OC(F)(F)F)=O